CN(C(=O)C1=CC2=C(N=C(N=C2)NC2=NC=C(C=C2)C(=O)N2CCN(CC2)C(C)C)N1C1CCCC1)C 7-Cyclopentyl-2-[5-(4-isopropyl-piperazine-1-carbonyl)-pyridin-2-ylamino]-7H-pyrrolo[2,3-d]pyrimidine-6-carboxylic acid dimethylamide